NC=1N=NC(=CC1N1CC(C1)OC=1C=C(C=CC1)CN1CCN(CC1)C(=O)OCC1=CC=CC=C1)Cl benzyl 4-[[3-[1-(3-amino-6-chloro-pyridazin-4-yl)azetidin-3-yl]oxyphenyl]methyl]piperazine-1-carboxylate